(4-(4-methylthiazol-5-yl)benzyl)ammonia CC=1N=CSC1C1=CC=C(CN)C=C1